propyl-heptanenitrile C(CC)C(C#N)CCCCC